N-[(6-Amino-2-pyridyl)sulfonyl]-2-(4-ethyl-1-piperidyl)-6-(6-isopropoxy-3-pyridyl)pyridin-3-carboxamid NC1=CC=CC(=N1)S(=O)(=O)NC(=O)C=1C(=NC(=CC1)C=1C=NC(=CC1)OC(C)C)N1CCC(CC1)CC